BrC=1C(=NN(C1)CC1=CC=C(C=C1)N1N=CN(C1=O)CC1=C(C=CC=C1F)F)C 2-(4-((4-bromo-3-methyl-1H-pyrazol-1-yl)methyl)phenyl)-4-(2,6-difluorobenzyl)-2,4-dihydro-3H-1,2,4-triazol-3-one